C123CC4CC(CC(CC(CC1)C4)C2)C3 tetracyclo[5.4.1.11,5.13,9]tetradecane